C1CCC12N(CCC2)CCNC(C2=CN=C(C(=C2)[N+](=O)[O-])C)=O N-(2-(5-azaspiro[3.4]octan-5-yl)ethyl)-6-methyl-5-nitronicotinamide